N-(3,6-dimethyl-9H-xanthen-9-yl)-2-oxo-5-(piperazin-1-ylmethyl)-6-(trifluoromethyl)-1,2-dihydropyridine-3-carboxamide CC=1C=CC=2C(C3=CC=C(C=C3OC2C1)C)NC(=O)C=1C(NC(=C(C1)CN1CCNCC1)C(F)(F)F)=O